4-m-chloroanilino-5-(3-phenyl-1,2,4-thiadiazol-5-yl)pyrimidine ClC=1C=C(NC2=NC=NC=C2C2=NC(=NS2)C2=CC=CC=C2)C=CC1